FC=1C=C(C#N)C=CC1COC1=NC(=C(C=C1F)F)F 3-fluoro-4-(((3,5,6-trifluoropyridin-2-yl)oxy)methyl)benzonitrile